1-Ethyl-4-propylpiperidinium chlorid [Cl-].C(C)[NH+]1CCC(CC1)CCC